Cl.FC=1C=C(C=CC1)C=1CCNCC1 4-(3-fluorophenyl)-1,2,3,6-tetrahydropyridine hydrochloride